4-chloro-N-acetyltryptamine ClC=1C=CC=C2NC=C(CCNC(C)=O)C12